N-((3aR,5s,6aS)-2-(5-(3-cyano-6-ethoxypyrazolo[1,5-a]pyridin-4-yl)pyridin-2-yl)-5-methyl-octahydrocyclopenta[c]pyrrol-5-yl)-3-(trifluoromethyl)pyridine C(#N)C=1C=NN2C1C(=CC(=C2)OCC)C=2C=CC(=NC2)N2C[C@@H]1[C@H](C2)CC(C1)(C)N1CC(=CC=C1)C(F)(F)F